BrC1=CC=2C(=[N+](ON2)[O-])C(=C1)F 5-bromo-7-fluorobenzo[c][1,2,5]oxadiazole 1-oxide